BrC1=NC=CC(=C1)C(C)=O 1-(2-bromo-4-pyridinyl)ethanone